C1(=CC(=CC=C1)C(=O)N1[C@@H]2[C@H](CC1)CN(C2)C#N)C2=CC=CC=C2 |r| rac-(3ar,6aR)-1-([1,1'-biphenyl]-3-carbonyl)hexahydropyrrolo[3,4-b]pyrrole-5(1H)-carbonitrile